Cl.N[C@@H]1CC[C@H](OC1)CN1CCC2(CN(C2)C2=NC=NC=C2OC2=C(C(=O)N([C@@H]3COCC3)C(C)C)C=C(C=C2)F)CC1 2-((4-(7-(((2S,5r)-5-aminotetrahydro-2H-pyran-2-yl)methyl)-2,7-diazaspiro[3.5]non-2-yl)pyrimidin-5-yl)oxy)-5-fluoro-N-isopropyl-N-((S)-tetrahydrofuran-3-yl)benzamide hydrochloride